2-amino-4,6-pyrimidinediol NC1=NC(=CC(=N1)O)O